3-((2-bromophenyl)sulfonyl)azetidine BrC1=C(C=CC=C1)S(=O)(=O)C1CNC1